D-glucose pentaacetate C(C)(=O)O[C@@H](C=O)[C@@H](OC(C)=O)[C@H](OC(C)=O)[C@H](OC(C)=O)COC(C)=O